C(C)(C)OC=1C(=CC2=CN(N=C2C1)C12COC(C1)(C2)C)C(=O)OC2=CC=CC=C2 phenyl 6-isopropoxy-2-(1-methyl-2-oxabicyclo[2.1.1]hex-4-yl)-2H-indazole-5-carboxylate